C[C@@H]1C(=O)OC[C@@H]2[C@]13CC(C[C@H]3C=C2C(=O)O)(C)C The molecule is a sesquiterpene lactone obtained by regioselective Bayer-Villiger oxidation of 1-deoxy-11-oxopentalenic acid. It has a role as a bacterial metabolite. It is a sesquiterpene lactone, an organic heterotricyclic compound and an alpha,beta-unsaturated monocarboxylic acid. It is a conjugate acid of a pentalenolactone D(1-).